4-fluoro-1-isopropyl-6-(4,4,5,5-tetramethyl-1,3,2-dioxaborolan-2-yl)benzoImidazole FC1=CC(=CC=2N(C=NC21)C(C)C)B2OC(C(O2)(C)C)(C)C